N[C@@H]1[C@@H]([C@@H]2CC[C@H](C1)N2C2=C(N=C1C(=N2)NN=C1C1=C(C2=C(N=C(S2)C)C=C1)Cl)CO)F {6-[(1S,2S,3S,5R)-3-amino-2-fluoro-8-azabicyclo[3.2.1]octan-8-yl]-3-(7-chloro-2-methyl-1,3-benzothiazol-6-yl)-1H-pyrazolo[3,4-b]pyrazin-5-yl}methanol